(1S,2R)-N-(8-((ethyl-1,1-d2)amino)-5-(6-morpholino-[1,2,4]triazolo[1,5-a]pyridin-2-yl)-2,7-naphthyridin-3-yl)-2-methylcyclopropane-1-carboxamide C(C)([2H])([2H])NC=1N=CC(=C2C=C(N=CC12)NC(=O)[C@@H]1[C@@H](C1)C)C1=NN2C(C=CC(=C2)N2CCOCC2)=N1